FC1=CC=C(C=C1)[C@H](C1CCN(CC1)C(=O)C=1C=CC2=C(NC(CO2)=O)C1)C1=CC(=CC=C1)OC |o1:7| 6-[4-[(S or R)-(4-fluorophenyl)-(3-methoxyphenyl)methyl]piperidine-1-carbonyl]-4H-1,4-benzoxazin-3-one